BrC=1C(=NC=CC1)CC1N(C(C2=CC=CC=C12)=O)CC1CC(C1)(C(=O)N)O 3-((1-((3-bromopyridin-2-yl)methyl)-3-oxoisoindolin-2-yl)methyl)-1-hydroxycyclobutane-1-carboxamide